3-(4,4-difluorocyclohex-1-en-1-yl)-1-methyl-N-(7-methyl-[1,2,4]triazolo[1,5-a]pyridin-6-yl)-1H-pyrazolo[4,3-d]pyrimidin-5-amine FC1(CC=C(CC1)C1=NN(C2=C1N=C(N=C2)NC=2C(=CC=1N(C2)N=CN1)C)C)F